8-fluoro-5-(4-(trifluoromethyl)phenyl)-6,6a,7,8,9,10-hexahydro-5H-pyrido[1,2-a]quinoxaline-8-carboxylic acid FC1(CC2N(C=3C=CC=CC3N(C2)C2=CC=C(C=C2)C(F)(F)F)CC1)C(=O)O